COC1=C(C(=CC(=C1)C)C)C1=CC=C2C(=CC(=NC2=N1)[C@@H]1CN(CCC1)C(=O)OC(C)(C)C)[C@H]1C(N(CC1)C)=O |r| tert-butyl rac-(3S)-3-[7-(2-methoxy-4,6-dimethyl-phenyl)-4-[rac-(3S)-1-methyl-2-oxo-pyrrolidin-3-yl]-1,8-naphthyridin-2-yl]piperidine-1-carboxylate